Ethyl-(pyridin-2-ylmethyl) glycinate NCC(=O)OC(C1=NC=CC=C1)CC